3-(N-morpholinyl)propylsulfonic acid N1(CCOCC1)CCCS(=O)(=O)O